dioxo-tungsten O=[W]=O